C1(CCC1)[C@H](C)O (S)-1-cyclobutylethan-1-ol